4-Phenyl-4-(2H-tetrazol-5-yl)cyclohexan-1-one C1(=CC=CC=C1)C1(CCC(CC1)=O)C=1N=NNN1